C(C)C1=CN=C2N1C=C(C=N2)C=2C=CN1N=C(N=CC12)NC1CC2(CN(C2)C)C1 5-(3-ethylimidazo[1,2-a]pyrimidin-6-yl)-N-(2-methyl-2-azaspiro[3.3]heptan-6-yl)pyrrolo[2,1-f][1,2,4]triazin-2-amine